3-(1,1-difluoroethyl)benzenesulfonic acid FC(C)(F)C=1C=C(C=CC1)S(=O)(=O)O